ClC1=NN(CC1)C=1C=NC=CC1 3-(3-chloro-4,5-dihydropyrazol-1-yl)pyridine